tert-butyl 2-(2-chloro-3-fluoropyridin-4-yl)acetate ClC1=NC=CC(=C1F)CC(=O)OC(C)(C)C